p-chlorophenyl-(phenylthio)acetylene ClC1=CC=C(C=C1)C#CSC1=CC=CC=C1